2-(6-Chloro-benzothiazol-2-ylamino)-1-methyl-1H-benzoimidazole-5-carboxylic acid (2-morpholin-4-yl-2-oxo-ethyl)-amide N1(CCOCC1)C(CNC(=O)C1=CC2=C(N(C(=N2)NC=2SC3=C(N2)C=CC(=C3)Cl)C)C=C1)=O